N(=O)C(CCN)(CCN)N=O dinitroso-1,5-pentanediamine